tert-butyl (1R,5R,7S)-7-methyl-2,6-diazabicyclo[3.2.0]heptane-2-carboxylate C[C@@H]1N[C@@H]2CCN([C@H]12)C(=O)OC(C)(C)C